NC1=CC=C(C=C1)N1CCN(CCC1)C1=CC=C(C=C1)N N,N'-bis-(4-aminophenyl)-1,4-diazepane